1,5-anhydro-2,3-dideoxy-3-[6-{[3-fluoro-4-(methylcarbamoyl)phenyl]methyl}-4-oxo-8,9-dihydro-2H-furo[2,3-h][1,3]benzoxazin-3(4H)-yl]-L-threo-pentitol FC=1C=C(C=CC1C(NC)=O)CC=1C2=C(C3=C(C(N(CO3)[C@H]3CCOC[C@@H]3O)=O)C1)CCO2